O=C1NC(CCC1N1C(C2=CC(=C(C=C2C1=O)N1CCN(CC1)C1=NC=C(C=N1)C1=CC=C(C=C1)N(C(C)=O)C1CCC(CC1)NC1=NC2=CC=CC=C2C=N1)F)=O)=O N-(4-(2-(4-(2-(2,6-dioxopiperidin-3-yl)-6-fluoro-1,3-dioxoisoindolin-5-yl)piperazin-1-yl)pyrimidin-5-yl)phenyl)-N-((1r,4r)-4-(quinazolin-2-ylamino)cyclohexyl)acetamide